bromo-cetyl-pyridine BrC=1C(=NC=CC1)CCCCCCCCCCCCCCCC